6-[4-[1-[(E)-2-(aminomethyl)-3-fluoro-allyl]-5-oxo-1,2,4-triazol-4-yl]-3-fluoro-phenyl]-8-methyl-3,4-dihydro-1H-quinolin-2-one NC/C(/CN1N=CN(C1=O)C1=C(C=C(C=C1)C=1C=C2CCC(NC2=C(C1)C)=O)F)=C\F